6-methyl-3-azabicyclo[3.1.0]Hexane CC1C2CNCC12